3-(4-chlorophenyl)-4-phenyl-N-((4-(trifluoromethyl)piperidin-1-yl)sulfonyl)-4,5-dihydro-1H-pyrazole-1-carboxamide ClC1=CC=C(C=C1)C1=NN(CC1C1=CC=CC=C1)C(=O)NS(=O)(=O)N1CCC(CC1)C(F)(F)F